N-(5-(5-(difluoromethyl)-1,2,4-oxadiazol-3-yl)-2,3-dihydro-1H-inden-1-yl)-2-methyl-2H-tetrazole-5-carboxamide FC(C1=NC(=NO1)C=1C=C2CCC(C2=CC1)NC(=O)C=1N=NN(N1)C)F